(N-2-methoxyethyl)methacrylamide COCCNC(C(=C)C)=O